4-((3-(1-(2,6-dioxopiperidin-3-yl)-3-Methyl-2-oxo-2,3-dihydro-1H-benzo[d]imidazol-4-yl)prop-2-yn-1-yl)oxy)piperidine-1-carboxamide O=C1NC(CCC1N1C(N(C2=C1C=CC=C2C#CCOC2CCN(CC2)C(=O)N)C)=O)=O